O1CCN(CC1)C1=NC(=C2C=CC=NC2=C1)OC1CCC(CC1)NC=1C=NC=NC1 N-((1s,4s)-4-((7-morpholino-1,6-naphthyridin-5-yl)oxy)cyclohexyl)pyrimidin-5-amine